7-(3-(2-isopropylphenyl)-7,8-dihydro-1,6-naphthyridin-6(5H)-yl)-2,8,9-trimethyl-4H-pyrimido[1,2-b]pyridazin-4-one C(C)(C)C1=C(C=CC=C1)C=1C=NC=2CCN(CC2C1)C=1C(=C(C=2N(N1)C(C=C(N2)C)=O)C)C